trans-N-({4-Methyl-2-[6-methyl-3-(2H-1,2,3-triazol-2-yl)pyridin-2-carbonyl]-2-azabicyclo[3.1.1]heptan-3-yl}methyl)-1,3-benzothiazol-2-amin CC1C(N(C2CC1C2)C(=O)C2=NC(=CC=C2N2N=CC=N2)C)CNC=2SC1=C(N2)C=CC=C1